CS(=O)(=O)N1C(NCC1)=O 1-methanesulfonyl-2-imidazolidone